(4aR,8aS)-6-(3-(2',4'-Dichloro-[1,1'-biphenyl]-4-yl)azetidin-1-carbonyl)hexahydro-2H-pyrido[4,3-b][1,4]oxazin-3(4H)-on ClC1=C(C=CC(=C1)Cl)C1=CC=C(C=C1)C1CN(C1)C(=O)N1C[C@@H]2[C@@H](OCC(N2)=O)CC1